C1(CC1)N1C=C(C(C2=CC(=C(C=C12)N1CC(OCC1)CO)F)=O)CN(CC1=CC(=NC=C1)C)[C@@H]1CN(CCC1)C=1C=NC(=CC1)C 1-cyclopropyl-6-fluoro-7-[2-(hydroxymethyl)morpholin-4-yl]-3-({[(3S)-1-(6-methylpyridin-3-yl)piperidin-3-yl][(2-methylpyridin-4-yl)methyl]amino}methyl)-1,4-dihydroquinolin-4-one